7-bromo-4-chlorothieno[3,2-d]pyrimidine BrC1=CSC2=C1N=CN=C2Cl